FC1(C2CC(CC(C1)N2C(=O)OC(C)(C)C)N(C)C=2N=NC(=CC2)I)F tert-butyl 6,6-difluoro-3-[(6-iodopyridazin-3-yl)(methyl)amino]-8-azabicyclo[3.2.1]octane-8-carboxylate